C(C)(C)(C)OC(=O)NCC1=CC(=C(C(=C1)C)NC(=O)C1=CC2=C(OCCC3=C2SC=C3)C=C1C=1C(=NC(=CC1)C(=O)N1[C@@H](CCCC1)C1=CC=CC=C1)C(=O)OC)C methyl (S)-3-(9-((4-(((tert-butoxycarbonyl)amino)methyl)-2,6-dimethylphenyl)carbamoyl)-4,5-dihydrobenzo[b]thieno[2,3-d]oxepin-8-yl)-6-(2-phenylpiperidine-1-carbonyl)picolinate